(R)-(4-methyloxazol-5-yl)(4-(7-methylpyrazolo[1,5-a]pyridin-2-yl)-6,7-dihydro-1H-imidazo[4,5-c]pyridin-5(4H)-yl)methanone CC=1N=COC1C(=O)N1[C@H](C2=C(CC1)NC=N2)C2=NN1C(C=CC=C1C)=C2